COC=1C(=C(C(=CC1)C)C1=CC=2C(=NC(=NC2)SC)N2C1=NC=N2)C 4-(3-methoxy-2,6-dimethylphenyl)-8-(methylthio)-[1,2,4]triazolo[1',5':1,6]pyrido[2,3-d]pyrimidine